Cl.C1(=CC=CC=C1)C=1C=CC=2C3=C(NC2C1)CCNC3 7-Phenyl-2,3,4,5-tetrahydro-1H-pyrido[4,3-b]indole hydrochloride